N1CCN2N=CC=C21 2,3-dihydro-1H-imidazo[1,2-b]pyrazole